(Z)-dodeca-9-ene-1-ol C(CCCCCCC\C=C/CC)O